[Br-].CC=1C=C(C=C(C1)C)PCC(C)C (3,5-dimethylphenyl)isobutylphosphine bromide